FC=1C=C(OCCCC2CCN(CC2)C(=O)OC2(COC2)C(F)(F)F)C=C(C1CC(N1CC(C1)CNC[C@@H]([C@H]([C@@H]([C@@H](CO)O)O)O)O)=O)F [3-(trifluoromethyl)oxetan-3-yl] 4-[3-[3,5-difluoro-4-[2-oxo-2-[3-[[[(2S,3R,4R,5R)-2,3,4,5,6-pentahydroxyhexyl]amino]methyl]azetidin-1-yl]ethyl]phenoxy]propyl]piperidine-1-carboxylate